2,6-Difluoro-3-(1-methyl-6-(3-(1-methylcyclopropyl)morpholino)-1H-pyrazolo[4,3-c]pyridin-3-yl)-5-(trifluoromethyl)phenol FC1=C(C(=C(C=C1C1=NN(C2=C1C=NC(=C2)N2C(COCC2)C2(CC2)C)C)C(F)(F)F)F)O